5-methyl-N-n-propyl-2-pyrrolidinone CC1CCC(N1CCC)=O